C(C1=CC=CC=C1)N(C=O)C1=CC=C(C=C1)C1=NOC(=N1)C(F)(F)F N-benzyl-N-{4-[5-(trifluoromethyl)-1,2,4-oxadiazol-3-yl]phenyl}carboxamide